diphenylvinyl-trimethoxydisilane methyl-(S)-3-((2-(2,6-difluoro-4-(methylcarbamoyl)phenyl)-7-methylimidazo[1,2-a]pyridin-3-yl)methyl)piperidine-1-carboxylate COC(=O)N1C[C@@H](CCC1)CC1=C(N=C2N1C=CC(=C2)C)C2=C(C=C(C=C2F)C(NC)=O)F.C2(=CC=CC=C2)C(=C[SiH2][Si](OC)(OC)OC)C2=CC=CC=C2